CC(C(SCCO)=O)(COC(C1=CC=CC=C1)(C1=CC=CC=C1)C1=CC=CC=C1)C S-(2-hydroxyethyl) 2,2-dimethyl-3-(trityloxy)propanethioate